(S)-2-((1-(5-(3,5-dimethylphenyl)-1,2,4-oxadiazol-3-yl)ethyl)carbamoyl)-4-methoxypyridin-3-yl isobutyl carbonate C(OC=1C(=NC=CC1OC)C(N[C@@H](C)C1=NOC(=N1)C1=CC(=CC(=C1)C)C)=O)(OCC(C)C)=O